(5-methoxy-2-pyridyl)-methyl-methylimino-oxo-λ6-sulfane COC=1C=CC(=NC1)S(=O)(=NC)C